4,4-difluorobutanoic acid methyl ester COC(CCC(F)F)=O